4-(6-chloro-3-methyltetradec-4-yl)morpholine ClC(CC(C(CC)C)N1CCOCC1)CCCCCCCC